FC(C(=O)F)CCCCCCCCCCCCCCCCCCCCCC(F)(F)F tetrafluoro-n-tetracosanoyl fluoride